2-[[(1r,3s)-3-amino-4-hydroxy-1-(5-thiazolyl)-butyl]thio]-4-chlorobenzonitrile N[C@@H](C[C@H](C1=CN=CS1)SC1=C(C#N)C=CC(=C1)Cl)CO